2-[(2S)-piperazin-2-yl]ethanol N1[C@H](CNCC1)CCO